2-(5-(5-chloro-2-((oxacyclohex-4-yl)amino)pyrimidin-4-yl)-1-(2-methoxy-2-oxoethyl)-3-oxoisoindolin-2-yl)acetic acid tert-butyl ester C(C)(C)(C)OC(CN1C(C2=CC=C(C=C2C1=O)C1=NC(=NC=C1Cl)NC1CCOCC1)CC(=O)OC)=O